1-((R)-2-hydroxy-2-((2R,3S,5R,8R,9R,10S,13S,14S,17S)-3-hydroxy-2-methoxy-3,13-dimethylhexadecahydro-1H-cyclopenta[a]phenanthren-17-yl)propyl)-1H-pyrazole-4-carbonitrile O[C@](CN1N=CC(=C1)C#N)(C)[C@H]1CC[C@H]2[C@@H]3CC[C@@H]4C[C@]([C@@H](C[C@@H]4[C@H]3CC[C@]12C)OC)(C)O